C(C)(C)(C)OC(CC1(CCN(CC1)C1=C(C=C(C=C1F)N)Cl)O)=O 2-[1-(4-amino-2-chloro-6-fluoro-phenyl)-4-hydroxy-4-piperidinyl]acetic acid tert-butyl ester